(2,5-difluorophenyl)boric acid FC1=C(C=C(C=C1)F)OB(O)O